N-methyl-N-((1-(4-(trifluoromethyl)phenyl)-1,2,3,4-tetrahydroquinolin-3-yl)methyl)acrylamide CN(C(C=C)=O)CC1CN(C2=CC=CC=C2C1)C1=CC=C(C=C1)C(F)(F)F